C12CN(CC(C1C(=O)OC)C2)C(=O)OC(C)(C)C 3-tert-butyl 6-methyl 3-azabicyclo[3.1.1]heptane-3,6-dicarboxylate